5-[6-(3-aminopyrrolidin-1-yl)pyridin-3-ylsulfonamido]-1,3-thiazole-4-carboxylic acid NC1CN(CC1)C1=CC=C(C=N1)S(=O)(=O)NC1=C(N=CS1)C(=O)O